SC(CCO)CCC 3-sulfanylhexanol